COC=1C(=CC2=C(N=C(S2)C)C1)OC 5,6-dimethoxy-2-methyl-1,3-benzothiazole